[(3S)-5-oxo-1-(trideuteriomethyl)pyrrolidin-3-yl] 4-[3-[2-(cyclopropoxy)-5-methoxy-3-pyridyl]-6-fluoro-pyrazolo[1,5-a]pyrimidin-5-yl]piperazine-1-carboxylate C1(CC1)OC1=NC=C(C=C1C=1C=NN2C1N=C(C(=C2)F)N2CCN(CC2)C(=O)O[C@@H]2CN(C(C2)=O)C([2H])([2H])[2H])OC